octadecyl-di-n-propyl-(3-methoxysilylpropyl)ammonium chloride [Cl-].C(CCCCCCCCCCCCCCCCC)[N+](CCC[SiH2]OC)(CCC)CCC